(S)-(-)-tert-butylsulfenamide C(C)(C)(C)SN